1-[3-(2-pyridyl)pyrazin-2-yl]ethanone N1=C(C=CC=C1)C=1C(=NC=CN1)C(C)=O